FCOC1=CN=CC=2N=C(N=C(C21)N2CCC1(CCNC1)CC2)C2=CC=NC=C2 5-(fluoromethoxy)-2-(pyridin-4-yl)-4-(2,8-diazaspiro[4.5]decan-8-yl)pyrido[3,4-d]pyrimidine